9-(4-chloro-2-fluoro-phenyl)-2,3-dimethyl-7-[(2S)-2-(5-methyl-1,2,4-oxadiazol-3-yl)morpholino]pyrimido[1,2-b]pyridazin-4-one ClC1=CC(=C(C=C1)C=1C=2N(N=C(C1)N1C[C@H](OCC1)C1=NOC(=N1)C)C(C(=C(N2)C)C)=O)F